OCCNCC1=CC=2N=CN=C(C2N=C1)NC=1C(=C(C=CC1)C1=C(C(=CC=C1)NC=1N=CC=C2C=C(C=NC12)CN1C[C@@H](CC1)O)C)C (R)-1-((8-(3'-(7-((2-Hydroxyethylamino)methyl)pyrido[3,2-d]pyrimidin-4-ylamino)-2,2'-dimethylbiphenyl-3-ylamino)-1,7-naphthyridin-3-yl)methyl)pyrrolidin-3-ol